N=1N(N=C2C1C=CC=C2)C2=C(C(=CC(=C2)C(C)(C)C)C(C)(C)C)O 2-benzotriazol-2-yl-4,6-di-tert-butylphenol